C12(CC(C1)(C2)COCCOCCN2C(C=CC2=O)=O)COCCOCCN2C(C=CC2=O)=O 1,1'-(((((bicyclo[1.1.1]pentane-1,3-diylbis(methylene))bis(oxy))bis(ethane-2,1-diyl))bis(oxy))bis(ethane-2,1-diyl))bis(1H-pyrrole-2,5-dione)